N1=CC=C(C=C1)C=1C=CC=2N(C1)C=C(N2)N 6-(pyridin-4-yl)imidazo[1,2-a]pyridin-2-amine